silicon mono-fluoride [Si]F